CN1C(C2=C(C(=C1)C1=C(C=CC(=C1)[N+](=O)[O-])N1C(C=C(C=C1)OCCOC1CCN(CC1)C(=O)OC(C)(C)C)=O)C=CN2)=O tert-butyl 4-[2-[[1-[2-(6-methyl-7-oxo-1H-pyrrolo[2,3-c]pyridin-4-yl)-4-nitro-phenyl]-2-oxo-4-pyridyl]oxy]ethoxy]piperidine-1-carboxylate